(1-naphthyl)9H-carbazole C1(=CC=CC2=CC=CC=C12)C1=CC=CC=2C3=CC=CC=C3NC12